ClC1=CC2=C(N(C(NC2=O)=O)C=2C(=NC=NC2C(C)C)C(C)C)N=C1Cl 6,7-dichloro-1-(4,6-diisopropylpyrimidin-5-yl)pyrido[2,3-d]pyrimidine-2,4(1H,3H)-dione